tert-butyl (2,5-dimethyl-4,5-dihydropyrazolo[1,5-a]quinoxalin-6-yl-4,4-d2)carbamate CC1=NN2C(C(N(C3=C(C=CC=C23)NC(OC(C)(C)C)=O)C)([2H])[2H])=C1